methyl 3-isopropyl-4-(trifluoromethyl)isothiazole-5-carboxylate C(C)(C)C1=NSC(=C1C(F)(F)F)C(=O)OC